COC=1C=C(C=NC1)C#CCO 3-(5-methoxypyridin-3-yl)prop-2-yn-1-ol